6-(tert-butyl-dimethyl-silyloxy)-3-vinyl-hexanoic acid ethyl ester C(C)OC(CC(CCCO[Si](C)(C)C(C)(C)C)C=C)=O